C(C1=CC=CC=C1)[N+](=CC1=CC(=CC=C1)F)[O-] N-benzyl-alpha-(3-fluorophenyl)nitrone